N-(8'-bromo-4'H-spiro[cyclopropane-1,5'-naphtho[2,1-d]isoxazol]-3'-yl)methanesulfonamide BrC1=CC=C2C3(CC=4C(=NOC4C2=C1)NS(=O)(=O)C)CC3